C(C1=CC=CC=C1)O[C@]1(C2=NN=C(C3=C(C=C(C(NC(CCC=CC1)C1CC1)=N3)C(F)(F)F)[N+](=O)[O-])O2)C(F)(F)F (6R)-6-benzyloxy-12-cyclopropyl-17-nitro-6,15-bis(trifluoromethyl)-19-oxa-3,4,13,18-tetrazatricyclo[12.3.1.12,5]nonadeca-1(17),2,4,8,14(18),15-hexaene